C1=NC=C(C2=CC=CC=C12)N1C(NC2=CC(=CC=C2C1=O)C1=C(C#N)C=CC=C1)=O 2-(3-(isoquinolin-4-yl)-2,4-dioxo-1,2,3,4-tetrahydroquinazolin-7-yl)benzonitrile